C(C)N1CCN(CC1)C=1C=C(C=CC1)N(C1=CC=C(OC=2N=C(C3=C(N2)C=NC=C3)O)C=C1)C 2-(4-((3-(4-ethylpiperazin-1-yl)phenyl)(methyl)amino)phenoxy)pyrido[3,4-d]pyrimidin-4-ol